ClC=1C=CC=2N=CN=C(C2N1)NC1=CC(=C(C=C1)OC1=CC2=C(N(C=N2)C(F)F)C=C1)C 6-chloro-N-(4-((1-(difluoromethyl)-1H-benzo[d]imidazol-5-yl)oxy)-3-methylphenyl)pyrido[3,2-d]pyrimidin-4-amine